(3-chloro-2,4-difluorophenyl)(trans-3-(trifluoromethyl)cyclobutyl)methylamine hydrochloride Cl.ClC=1C(=C(C=CC1F)NC[C@@H]1C[C@H](C1)C(F)(F)F)F